5-Bromo-2-(difluoromethoxy)-3-nitro-pyridine BrC=1C=C(C(=NC1)OC(F)F)[N+](=O)[O-]